C(=O)C1(CC(C2(C3C(C(C1O)C)(CCC3=O)CCC2C)C)C(C(=O)[O-])OS(=O)(=O)C2=CC=C(C)C=C2)C 7-formyl-8-hydroxy-4,7,9,12-tetramethyl-3-oxodecahydro-4,9a-propanocyclopenta[8]annulen-5-yl-2-(tosyloxy)acetate